ClC1=C(C(=O)NC2=C3C=NN(C3=CC=C2)C2=CC=C(C=C2)OC(F)(F)F)C=C(C=C1)CNS(=O)(=O)C1CC1 2-Chloro-5-{[(cyclopropylsulfonyl)amino]methyl}-N-{1-[4-(trifluoromethoxy)phenyl]-1H-indazol-4-yl}benzamide